6-chloro-3-(1H-imidazol-1-yl)-5-methoxy-1-methyl-2-(5-(trifluoromethyl)-1H-1,2,4-triazol-3-yl)-1H-indole ClC1=C(C=C2C(=C(N(C2=C1)C)C1=NNC(=N1)C(F)(F)F)N1C=NC=C1)OC